1'-Methyl-2',3',4',5',7',8'-hexahydro-1'H-spiro[1,3-dioxolane-2,6'-quinolin] CN1CCCC=2CC3(CCC12)OCCO3